F[C@@H]1CN(CC[C@@H]1NC1=NC=C(C(=N1)C=1N=C(N(C1)C1=C(C=C(C=C1)CN1CCN(CC1)C)F)C)C(F)(F)F)S(=O)(=O)C N-((3R,4S)-3-Fluoro-1-(methylsulfonyl)piperidin-4-yl)-4-(1-(2-fluoro-4-((4-methylpiperazin-1-yl)methyl)phenyl)-2-methyl-1H-imidazol-4-yl)-5-(trifluoromethyl)pyrimidin-2-amine